C=C1CCC2(C=3C=CC=NC13)COC2 8'-methylene-7',8'-dihydro-6'H-spiro[oxetane-3,5'-quinoline]